5-bromobenzo[b]thiophene-6-sulfonyl chloride BrC1=CC2=C(SC=C2)C=C1S(=O)(=O)Cl